2-(2-methoxyanilino)-4,6-dichloro-1,3,5-triazine COC1=C(NC2=NC(=NC(=N2)Cl)Cl)C=CC=C1